COC1=CC=C(CN2N=NC=3C2=NC=C(C3)B3OC(C(O3)(C)C)(C)C)C=C1 3-(4-methoxybenzyl)-6-(4,4,5,5-tetramethyl-1,3,2-dioxaborolan-2-yl)-3H-[1,2,3]triazolo[4,5-b]pyridine